5-morpholino-3,4-dihydroisoquinoline-2(1H)-carboxylate O1CCN(CC1)C1=C2CCN(CC2=CC=C1)C(=O)[O-]